(S)-2-(morpholine-4-carboxamido)-9-(5,6,7,8-tetrahydro-1,8-naphthyridin-2-yl)nonanoic acid ethyl ester C(C)OC([C@H](CCCCCCCC1=NC=2NCCCC2C=C1)NC(=O)N1CCOCC1)=O